6-[[3-[4-Chloro-5-methyl-3-(trifluoromethyl)pyrazol-1-yl]benzoyl]amino]-1,3-benzodioxole-5-carboxylic acid ClC=1C(=NN(C1C)C=1C=C(C(=O)NC=2C(=CC3=C(OCO3)C2)C(=O)O)C=CC1)C(F)(F)F